CC(C)(C1=CC(=C(C(=C1)C1=CC=CC2=C1SC1=C2C=CC=C1)OCCO)C1=CC=CC2=C1SC1=C2C=CC=C1)C1=CC(=C(C(=C1)C1=CC=CC2=C1SC1=C2C=CC=C1)OCCO)C1=CC=CC2=C1SC1=C2C=CC=C1 ((propane-2,2-diylbis(2,6-bis(dibenzo[b,d]thiophen-4-yl)-4,1-phenylene))bis(oxy))bis(ethan-1-ol)